CC1=C(N2C=C(C=C2C=C1C(=O)O)C1=CC=NN1)C(C)N1CCOCC1 6-methyl-5-(1-morpholinoethyl)-2-(1H-pyrazol-5-yl)indolizine-7-carboxylic acid